N[C@H](C1=NC2=C(N1)C=CC(=C2F)C2N(CCOC2)C(=O)OC(C)(C)C)C2CCC(CC2)C tert-Butyl 3-{2-[(S)-amino(4-methylcyclohexyl)methyl]-4-fluoro-1H-benzimidazol-5-yl}-morpholine-4-carboxylate